C[C@@H]1N(CC1)C1=NC(=C(C(=N1)C=1C=NN(C1)CC(=O)N1CCNCC1)Cl)C(F)(F)F 2-(4-{2-[(S)-2-methyl-1-azetidinyl]-5-chloro-6-(trifluoromethyl)-4-pyrimidinyl}-1-pyrazolyl)-1-(1-piperazinyl)-1-ethanone